(R)-methyl 2-isothiocyanato-4-methyl-2-phenylpentanoate N(=C=S)[C@](C(=O)OC)(CC(C)C)C1=CC=CC=C1